L-aspartyl-glycine N[C@@H](CC(=O)O)C(=O)NCC(=O)O